2-acetamido-3-(1H-indol-3-yl)propanoic acid C(C)(=O)NC(C(=O)O)CC1=CNC2=CC=CC=C12